ClC=1C=C2C=C(C(NC2=CC1)=O)\C=C\C(=C\C(\C=C\C1=NN(C=N1)C)=O)\O 6-chloro-3-((1E,3Z,6E)-3-hydroxy-7-(1-methyl-1H-1,2,4-triazole-3-yl)-5-oxo-hept-1,3,6-trienyl)quinolin-2(1H)-one